C(C)C(=C(OC)CCCCCC)C Ethylhexyl-methoxypropene